4-methoxy-2-methyl-5-nitro-benzenesulfonyl chloride COC1=CC(=C(C=C1[N+](=O)[O-])S(=O)(=O)Cl)C